N[C@H](CCCCNC([C@@H]1[C@@H](C)CC=N1)=O)C(=O)O D-pyrrolysine